CN1N=NC(=C1C1=CN=C(O1)C)C1=CC=C(O[C@@H]2C[C@H](CCC2)C(=O)OC)C=C1 |r| (+/-)-methyl (1S,3S)-3-(4-(1-methyl-5-(2-methyloxazol-5-yl)-1H-1,2,3-triazol-4-yl) phenoxy)cyclohexane-1-carboxylate